cetyl-trimethyl-pyridine bromine salt [Br].C(CCCCCCCCCCCCCCC)C=1C(=C(C(=NC1)C)C)C